3-Methoxy-7-(6-methyl-3-{1-[(1-methylcyclopropyl)methyl]-1H-pyrazol-4-yl}pyridin-2-yl)cinnolin COC=1N=NC2=CC(=CC=C2C1)C1=NC(=CC=C1C=1C=NN(C1)CC1(CC1)C)C